COCCN1C(C2=CC=C(C=C2C1)C=1OC2=C(C=C(C=C2C(C1)=O)C)C(C)NC1=C(C(=O)O)C=CC=C1)=O 2-[1-[2-[2-(2-methoxyethyl)-1-oxo-isoindolin-5-yl]-6-methyl-4-oxo-chromen-8-yl]ethylamino]benzoic acid